[3-[7-(aminomethyl)-3-[3-(4-chloro-2-methylindazol-5-yl)-1H-pyrazolo[3,4-b]pyrazin-6-yl]-3-azabicyclo[4.1.0]heptan-7-yl]-1,2-oxazol-5-yl]methanol NCC1(C2CCN(CC12)C1=CN=C2C(=N1)NN=C2C2=C(C1=CN(N=C1C=C2)C)Cl)C2=NOC(=C2)CO